N1=CNC=2N=CC=3C=CC(=CC3C21)C(=O)N 3H-imidazo[4,5-c]Isoquinoline-8-carboxamide